tert-butyl 4-[2-fluoro-4-[[1-methyl-5-[3-(trifluoromethyl)-1-trityl-pyrazol-4-yl]imidazole-2-carbonyl]amino]benzoyl]piperazine-1-carboxylate FC1=C(C(=O)N2CCN(CC2)C(=O)OC(C)(C)C)C=CC(=C1)NC(=O)C=1N(C(=CN1)C=1C(=NN(C1)C(C1=CC=CC=C1)(C1=CC=CC=C1)C1=CC=CC=C1)C(F)(F)F)C